FC1=CC(=C(C=C1)C=1C=C2C(=NC1)N(C(N2)=O)[C@H](CS(=O)(=O)C)C2=NC(=C(C=C2)OC)OCC)C (S)-6-(4-fluoro-2-methylphenyl)-3-(1-(6-ethoxy-5-methoxypyridin-2-yl)-2-(methylsulfonyl)ethyl)-1H-imidazo[4,5-b]pyridin-2(3H)-one